C[C@H]1CNC2=CC=CC(=C2N1S(=O)(=O)C1=C(C=C(C=C1)C=1C=NN(C1)C)C)C (3S)-3,5-dimethyl-4-[2-methyl-4-(1-methylpyrazol-4-yl)phenyl]sulfonyl-2,3-dihydro-1H-quinoxaline